FC(COC1=NN2C(C(N1)=O)=NC(=C2C2=CC(=C(C(=C2)F)F)F)C(F)F)F 2-(2,2-difluoroethoxy)-6-(difluoromethyl)-7-(3,4,5-trifluorophenyl)-3H-imidazo[2,1-f][1,2,4]triazin-4-one